(1-dibenzofuranyl)-aniline C1(=CC=CC=2OC3=C(C21)C=CC=C3)NC3=CC=CC=C3